ClC1=C(C(=O)NC2=C(C=CC(=C2)C#CC2=CC=C(C=C2)F)N2C[C@@H](N(CC2)C)C)C=CC=C1 (S)-2-chloro-N-(2-(3,4-dimethylpiperazin-1-yl)-5-((4-fluorophenyl)ethynyl)phenyl)benzamide